FC(C1=CC=C(C=C1)[C@@H](C)NC(=O)C1NCCOC1)(F)F N-((1R)-1-(4-(trifluoromethyl)phenyl)ethyl)-3-morpholinecarboxamide